C1(CC1)C=1N=CN(C1)C=1C=C(C=C(C1)OC)C1=NNC2=CC=C(C=C12)C1=NN=CN1C(C)C 3-(3-(4-cyclopropyl-1H-imidazol-1-yl)-5-methoxyphenyl)-5-(4-isopropyl-4H-1,2,4-triazol-3-yl)-1H-indazole